N-cyclohexyl-2-(4-methyl-5-(7-((4-(methylsulfonyl)phenyl)amino)-2,6-naphthyridin-1-yl)-1H-indazol-1-yl)acetamide C1(CCCCC1)NC(CN1N=CC2=C(C(=CC=C12)C1=NC=CC2=CN=C(C=C12)NC1=CC=C(C=C1)S(=O)(=O)C)C)=O